N#COC#N cyanic acid, cyanate